N1C(=NC=2C=CC=3C=CC=NC3C21)N IMIDAZOQUINOLINEAMINE